C(C1=CC=CC=C1)OP(=O)(OCC1=CC=CC=C1)O[C@H]1CN(CC1)C(=O)OC(C)(C)C tert-Butyl (3R)-3-{[bis(benzyloxy)phosphoryl]oxy}pyrrolidine-1-carboxylate